(1S,3aR,6aS)-2-((S)-2-(2-((3S,5S,7S)-adamantan-1-yl)acetamido)-3,3-dimethylbutanoyl)-N-(1-(2-(cyclopropylamino)-2-oxoacetyl)cyclobutyl)octahydrocyclopenta[c]pyrrole-1-carboxamide C12(CC3CC(CC(C1)C3)C2)CC(=O)N[C@H](C(=O)N2[C@@H]([C@@H]3[C@H](C2)CCC3)C(=O)NC3(CCC3)C(C(=O)NC3CC3)=O)C(C)(C)C